C[C@@]12CCCC([C@H]1CC[C@]34[C@H]2CC[C@H](C3)C(=C)C4)(C)C The molecule is a tetracyclic diterpene consisting of ent-kaurane, where the 6-methyl group is replaced by methylene. It derives from a hydride of an ent-kaurane.